ClC=1N=C(C2=CN=C(C(=C2C1C)F)Cl)N1C2COCC1CN(C2)C(=O)OC(C)(C)C tert-butyl 9-(3,6-dichloro-5-fluoro-4-methyl-2,7-naphthyridin-1-yl)-3-oxa-7,9-diazabicyclo[3.3.1]nonane-7-carboxylate